1-(3-(methylsulfonyl)benzoyl)-D-prolinamide CS(=O)(=O)C=1C=C(C(=O)N2[C@H](CCC2)C(=O)N)C=CC1